N-(5-((3-((6-methylpyrazin-2-yl)methyl)piperidin-1-yl)methyl)thiazol-2-yl)acetamide CC1=CN=CC(=N1)CC1CN(CCC1)CC1=CN=C(S1)NC(C)=O